3-chloro-4-methoxy-N-[5-(7-methylimidazo[1,2-a]pyridin-2-yl)-1H-pyrazol-3-yl]benzamide ClC=1C=C(C(=O)NC2=NNC(=C2)C=2N=C3N(C=CC(=C3)C)C2)C=CC1OC